FC(C#C)CC 3-fluoro-pent-1-yne